monostearyl-dimethyl-monoethylammonium ethyl-sulfate C(C)OS(=O)(=O)[O-].C(CCCCCCCCCCCCCCCCC)[N+](CC)(C)C